OC(C(O)(O)O)(C)CCC[C@@H](C)[C@H]1CC[C@H]2[C@@H]3CC[C@@H]4CCCC[C@]4(C)[C@H]3CC[C@]12C tetrahydroxy-5β-cholestane